N=C(CCCSCCC(=O)OCCCCCCCCCCCCCC)NCCCCCCCCCCCCCC tetradecyl 3-((4-imino-4-(tetradecylamino)butyl)thio)propanoate